(S)-1-(5-((2-chlorophenyl)thio)pyrazin-2-yl)-4'H,6'H-spiro[piperidine-4,5'-pyrrolo[1,2-b]pyrazol]-4'-amine ClC1=C(C=CC=C1)SC=1N=CC(=NC1)N1CCC2([C@@H](C=3N(N=CC3)C2)N)CC1